(4-(4-((1-(L-alanyl)piperidin-4-yl)methyl)piperazin-1-yl))piperazine N[C@@H](C)C(=O)N1CCC(CC1)CN1CCN(CC1)N1CCNCC1